Bis(dibenzylideneacetone) dipalladium [Pd].[Pd].C(C1=CC=CC=C1)=CC(=O)C=CC1=CC=CC=C1.C(C1=CC=CC=C1)=CC(=O)C=CC1=CC=CC=C1